2-Oleoyl-cyclohexane-1,3-dion C(CCCCCCC\C=C/CCCCCCCC)(=O)C1C(CCCC1=O)=O